C(C)(C)(C)OC(=O)N1CC=2NN=C(C2C1)N 3-amino-4,6-dihydropyrrolo[3,4-c]Pyrazole-5(1H)-carboxylic acid tert-butyl ester